[I-].C(C)[N+]1(CCCC1)C1CC(CC(C1)C)(C)C N-ethyl-N-(3,3,5-trimethylcyclohexyl)pyrrolidinium iodide salt